2-((1r,4r)-4-hydroxycyclohexylamino)-4-(2-methylcyclobutylamino)pyrimidine-5-carboxamide OC1CCC(CC1)NC1=NC=C(C(=N1)NC1C(CC1)C)C(=O)N